[N+](=O)([O-])[O-].P(=O)([O-])([O-])O.[NH4+].[NH4+].[K+] potassium diammonium phosphate nitrate